2,3,4,6-tetraacetyl-bromoglucose C(C)(=O)[C@@](C(=O)Br)(O)[C@@](O)([C@](O)([C@H](O)C(O)C(C)=O)C(C)=O)C(C)=O